7-bromo-5-(((2R,3R)-3-(dimethylamino)butan-2-yl)oxy)-N-(5-fluoroquinolin-6-yl)quinazolin-4-amine BrC1=CC(=C2C(=NC=NC2=C1)NC=1C(=C2C=CC=NC2=CC1)F)O[C@H](C)[C@@H](C)N(C)C